1-[1-({3,4-difluoro-2-[(2-fluoro-4-iodophenyl)amino]phenyl}carbonyl)-3-hydroxyazetidin-3-yl]ethane-1,2-diol FC=1C(=C(C=CC1F)C(=O)N1CC(C1)(O)C(CO)O)NC1=C(C=C(C=C1)I)F